[NH4+].[Cu](Cl)Cl cupric chloride ammonium salt